3-(3,5-dichlorophenyl)-3-(3-methyl-1-(2-(5,6,7,8-tetrahydro-1,8-naphthyridin-2-yl)ethyl)-1H-pyrazole-4-carboxamido)propionic acid ClC=1C=C(C=C(C1)Cl)C(CC(=O)O)NC(=O)C=1C(=NN(C1)CCC1=NC=2NCCCC2C=C1)C